N1=C(C=CC=C1C(N)=N)C(N)=N pyridine-2,6-bis(carboximidamide)